ClC=1C=C(C=2N(C1)C=C(N2)C(=O)N[C@@H]2CC[C@H](CC2)O)C2=C(C=CC=C2)OCC(F)(F)F 6-chloro-N-(trans-4-hydroxycyclohexyl)-8-(2-(2,2,2-trifluoroethoxy)phenyl)imidazo[1,2-a]pyridine-2-carboxamide